FC=1C(=C(C=CC1F)C=1C=CC=2N(C1)C=C(N2)NC(=O)C2C(C2)F)CO N-(6-(3,4-difluoro-2-(hydroxymethyl)phenyl)imidazo[1,2-a]pyridin-2-yl)-2-fluorocyclopropane-1-carboxamide